5-methyl-pyrazol-4-ol CC1=C(C=NN1)O